N-(4-difluoromethoxy-2-fluorophenyl)[2-(3,6-dihydro-2H-pyran-4-yl)-6-ethyl-5-{4-[(5-hydroxy-6-methyl-4-pyrimidinyl)carbonyl]-1-piperazinyl}-4-oxo-1,3,3a,7-tetraaza-7-indenyl]acetamide FC(OC1=CC(=C(C=C1)NC(CN1C(=C(C(N2N=C(N=C12)C=1CCOCC1)=O)N1CCN(CC1)C(=O)C1=NC=NC(=C1O)C)CC)=O)F)F